CN(S(=O)(=O)C=1C(=C(C=CC1)NC(OC(C)(C)C)=O)C)C tert-butyl (3-(N,N-dimethylsulfamoyl)-2-methylphenyl)carbamate